(3S,4S)-8-{5-[(2-amino-3-chloropyridin-4-yl)sulfonyl]-[1,2,4]triazolo[1,5-a]pyrazin-8-yl}-3-methyl-2-oxa-8-azaspiro[4.5]decan-4-amine NC1=NC=CC(=C1Cl)S(=O)(=O)C1=CN=C(C=2N1N=CN2)N2CCC1([C@@H]([C@@H](OC1)C)N)CC2